C(C)(C)(C)OC(=O)N1[C@@H](CCC1)C1=C(C=CC=C1)Br (S)-tert-butyl-2-(2-bromophenyl)pyrrolidine-1-carboxylate